The molecule is an organic anion that is the conjugate base of dihydrophloroglucinol, obtained by deprotonation of the enolic hydroxy group; major species at pH 7.3. It is a conjugate base of a dihydrophloroglucinol. C1C(CC(=O)C=C1[O-])O